CCCC(CCC)NC1=NN2C(C(=N1)N(CC1=CC=C(C=C1)OC)CC1=CC=C(C=C1)OC)=NC=C2 N2-(heptan-4-yl)-N4,N4-bis(4-methoxybenzyl)imidazo[2,1-f][1,2,4]triazine-2,4-diamine